NC1=NC(=CC(=C1)N[C@H](C)CCC)CC1=C(C=C(C=C1)CN1CCCC1)OC (R)-2-amino-6-(2-methoxy-4-(pyrrolidin-1-ylmethyl)benzyl)-4-(pentan-2-ylamino)pyridine